2,6,10-trimethylundecan-1,5,9-triene CC(=C)CCC=C(CCC=C(C)C)C